C(#N)C(C)(C)C=1C=C(C(=O)NC2=CC(=C(C=C2)C)C=2C=NC3=CC(=NC=C3C2)N(C)CC2=CC=C(C=C2)OC)C=CN1 2-(2-cyanoprop-2-yl)-N-(3-(7-((4-methoxybenzyl)(methyl)amino)-1,6-naphthyridin-3-yl)-4-methylphenyl)isonicotinamide